1,2-bis(oxiran-2-ylmethoxy)ethane tert-butyl-4-(2-nitro-4-(4-(4-((6-(trifluoromethyl)pyridazin-3-yl)oxy)phenyl)piperidine-1-carbonyl)phenyl)piperazine-1-carboxylate C(C)(C)(C)OC(=O)N1CCN(CC1)C1=C(C=C(C=C1)C(=O)N1CCC(CC1)C1=CC=C(C=C1)OC=1N=NC(=CC1)C(F)(F)F)[N+](=O)[O-].O1C(C1)COCCOCC1OC1